tert-butyl 2-[1-[4-(2,6-dibenzyloxy-3-pyridyl)-2,5-difluoro-phenyl]-4-hydroxy-4-piperidyl]acetate C(C1=CC=CC=C1)OC1=NC(=CC=C1C1=CC(=C(C=C1F)N1CCC(CC1)(O)CC(=O)OC(C)(C)C)F)OCC1=CC=CC=C1